3-ethyl-7-((4-(3-(methylamino)isothiazolo[4,5-b]pyridin-6-yl)piperazin-1-yl)methyl)-1,5-naphthyridin-2(1H)-one C(C)C=1C(NC2=CC(=CN=C2C1)CN1CCN(CC1)C=1C=C2C(=NC1)C(=NS2)NC)=O